FC(C(OC(C(F)(F)F)(F)F)(F)F)(F)F 1,1,1,2,2-pentafluoro-2-(perfluoroethoxy)ethane